(1S,3S)-3-((2-(5-chloro-3-(((4-(2,2,2-trifluoroethoxy)pyrimidin-2-yl)amino) Methyl)thiophen-2-yl)-4-methylpyrimidin-5-yl)oxy)cyclohexane-1-carboxylate ClC1=CC(=C(S1)C1=NC=C(C(=N1)C)O[C@@H]1C[C@H](CCC1)C(=O)[O-])CNC1=NC=CC(=N1)OCC(F)(F)F